5-[2-(tert-butoxy)-2-oxoethyl]-[1,2,4]triazolo[1,5-a]pyridin-8-yl 4-[[(1Z)-[[(tert-butoxy)carbonyl]amino]([[(tert-butoxy)carbonyl]imino])methyl]amino]-2-iodobenzoate C(C)(C)(C)OC(=O)N\C(=N/C(=O)OC(C)(C)C)\NC1=CC(=C(C(=O)OC=2C=3N(C(=CC2)CC(=O)OC(C)(C)C)N=CN3)C=C1)I